[Si](C)(C)(C(C)(C)C)OCCOC1=C(C=C2C(=CC=NC2=C1)OC1=C(C=C(C=C1F)[N+](=O)[O-])F)OC 7-{2-[(tert-Butyldimethylsilyl)oxy]ethoxy}-4-(2,6-difluoro-4-nitrophenoxy)-6-methoxyquinoline